2-hydroxyethyl-phthalic acid OCCC1=C(C(C(=O)O)=CC=C1)C(=O)O